[Br-].O=C1N(C(C2=CC=CC=C12)=O)CCC[P+](C1=CC=CC=C1)(C1=CC=CC=C1)C1=CC=CC=C1 [3-(1,3-dioxo-2,3-dihydro-1H-isoindol-2-yl)propyl]triphenylphosphonium bromide